(2R)-N-((R)-(3-chloro-2,4-difluorophenyl)(5-chloro-6-(trifluoromethyl)pyridin-2-yl)methyl)-2-methyl-3-oxopiperazine-1-carboxamide ClC=1C(=C(C=CC1F)[C@@H](NC(=O)N1[C@@H](C(NCC1)=O)C)C1=NC(=C(C=C1)Cl)C(F)(F)F)F